P(OC1=C(C(=C(C=C1)C(C)C)C(C)C)C(C)C)([O-])=O triisopropylphenyl phosphonate